3-methyl-2,4-dihydroxybenzaldehyde CC=1C(=C(C=O)C=CC1O)O